ClC1=NC(=C2N=CN(C2=N1)C)NC1C(C2CCC1CC2)C(=O)OC (+/-)-trans-methyl 3-((2-chloro-9-methyl-9H-purin-6-yl)amino)bicyclo[2.2.2]octane-2-carboxylate